C(C)(C)(C)OC(=O)NC1CCC(CC1)N1N=C2C=C(C(=CC2=C1)C(=O)OC)OC methyl 2-((1r,4r)-4-((tert-butoxycarbonyl) amino) cyclohexyl)-6-methoxy-2H-indazole-5-carboxylate